FC(CN1C=NC(=C1C=1C=CC=2N(N1)C(=CN2)C(C)(C)O)C2=CC=C(C=C2)F)F 2-(6-(1-(2,2-difluoroethyl)-4-(4-fluoro-phenyl)-1H-imidazol-5-yl)imidazo[1,2-b]pyridazin-3-yl)propan-2-ol